(Z)-3-methylcyclopentadec-5-enone CC1CC(CCCCCCCCC\C=C/C1)=O